ClC1=CC=C2C(=N1)NC=C2S(=O)(=O)NC=2C(=NSC2)OC 6-chloro-N-(3-methoxyisothiazol-4-yl)-1H-pyrrolo[2,3-b]pyridine-3-sulfonamide